(4R)-4-[3-[3-[4-[3-(2,2-Dimethylpropyl)triazol-4-yl]phenyl]azetidin-1-yl]-3-oxo-propyl]oxazolidin-2-one CC(CN1N=NC=C1C1=CC=C(C=C1)C1CN(C1)C(CC[C@H]1NC(OC1)=O)=O)(C)C